Chloromethyl (6-fluoro-4-(6-hydroxy-3-azabicyclo[3.2.0]heptan-3-yl)-2-((2-methylpyrimidin-5-yl)oxy)-9H-pyrimido[4,5-b]indol-8-yl)(methyl)carbamate FC=1C=C2C3=C(NC2=C(C1)N(C(OCCl)=O)C)N=C(N=C3N3CC1CC(C1C3)O)OC=3C=NC(=NC3)C